C(C)(C)(C)C=1SC(=CN1)C(=O)NCC1=C(C=C(C=C1)C1=NC=NC(=C1)Cl)C 2-(tert-butyl)-N-(4-(6-chloropyrimidin-4-yl)-2-methylbenzyl)thiazole-5-carboxamide